C(C)OC(=O)[C@H]1OCC[C@H](C1)C1=CC=2N=C(N(C(C2C(=N1)C1=C(C=C(C=C1)Cl)F)=O)C)C (2S,4R)-4-(5-(4-chloro-2-fluorophenyl)-2,3-dimethyl-4-oxo-3,4-dihydropyrido[4,3-d]pyrimidin-7-yl)tetrahydro-2H-pyran-2-carboxylic acid ethyl ester